(6-((2,6-dimethyl-7-phenyl-1H-imidazo[4,5-c]pyridin-1-yl)methyl)-5-fluoropyridin-3-yl)(imino)(methyl)-λ6-sulfanone CC=1N(C2=C(C=NC(=C2C2=CC=CC=C2)C)N1)CC1=C(C=C(C=N1)S(=O)(C)=N)F